ClC1=CC=2C(C(=N1)NCC1=C(C=C(C=C1)OC)OC)=NN(N2)C(C)C2=NC=CC=C2 6-chloro-N-(2,4-dimethoxybenzyl)-2-(1-(pyridin-2-yl)ethyl)-2H-[1,2,3]triazolo[4,5-c]pyridin-4-amine